3-hydroxy-4-methyl-5-butyl-2(5H)-furanone OC=1C(OC(C1C)CCCC)=O